CN(CC=1C=C(C=C2CCOCC12)C=1C=C2C(=NC1)NC=C2C)C N,N-dimethyl-1-(6-(3-Methyl-1H-pyrrolo[2,3-b]pyridin-5-yl)isochroman-8-yl)methanamine